3-[2-(difluoromethoxy)-4-(trifluoromethyl)phenyl]-7-[(3R)-1-methyl-3-piperidyl]-5,6-dihydropyrrolo[2,3-c]pyridazine FC(OC1=C(C=CC(=C1)C(F)(F)F)C1=CC2=C(N=N1)N(CC2)[C@H]2CN(CCC2)C)F